C12CN(CC(CC1)O2)C=2C=C(C=1N(C2)N=CC1C#N)O[C@@H]1CC[C@@H](CC1)OC1=NC=CC=N1 6-{8-Oxa-3-azabicyclo[3.2.1]octan-3-yl}-4-{[cis-4-(pyrimidin-2-yloxy)cyclohexyl]oxy}pyrazolo[1,5-a]pyridine-3-carbonitrile